trans-(±)-tert-Butyl (4-fluoropyrrolidin-3-yl)carbamate F[C@H]1[C@@H](CNC1)NC(OC(C)(C)C)=O |r|